(S)-3-Amino-5-methyl-4-oxo-2,3,4,5-tetrahydrobenzo[b][1,4]oxazepine-7-carbonitrile hydrochloride Cl.N[C@@H]1C(N(C2=C(OC1)C=CC(=C2)C#N)C)=O